terbium boric acid B(O)(O)O.[Tb]